1-(5-(3-fluoropyridin-2-yl)-2,3-dihydro-1H-indene-2-carbonyl)indoline-6-sulfonamide FC=1C(=NC=CC1)C=1C=C2CC(CC2=CC1)C(=O)N1CCC2=CC=C(C=C12)S(=O)(=O)N